C(#N)C1=C(C=C(C=C1)N1C([C@@H]2[C@]3(C[C@H]([C@@]([C@@H]2C1=O)(O3)C)NC(=O)C3=NNC(=C3)C(C)O)C)=O)C(F)(F)F N-((3aR,4R,5R,7R,7aS)-2-(4-cyano-3-(trifluoromethyl)phenyl)-4,7-dimethyl-1,3-dioxooctahydro-1H-4,7-epoxyisoindol-5-yl)-5-(1-hydroxyethyl)-1H-pyrazole-3-carboxamide